6-fluoro-7-(morpholin-4-yl)-4-oxo-1-(2,4,6-trifluorophenyl)-1,4-dihydro-1,8-naphthyridine-3-carboxylic acid FC=1C=C2C(C(=CN(C2=NC1N1CCOCC1)C1=C(C=C(C=C1F)F)F)C(=O)O)=O